COC1CCN(CC1)C(=O)OC(C)(C)C tert-butyl 4-methoxypiperidine-1-carboxylate